4-(((6-(2,6-dihydropyrrolo[3,4-c]pyrazol-5(4H)-yl)pyridin-2-yl)oxy)methyl)-3-fluorobenzonitrile trihydrobromide Br.Br.Br.N=1NC=C2C1CN(C2)C2=CC=CC(=N2)OCC2=C(C=C(C#N)C=C2)F